C(C)C(C(=O)O)(CCCCC(C)C)CCCCCC.C(CCCCCC(C)C)(=O)OC(CCCCC)CC ethylhexyl isononanoate (ethylhexyl isononanoate)